(R)-6-(6-cyclopropylpyridin-3-yl)-8-(1-methyl-1H-pyrazol-4-yl)-3-(3,3,3-trifluoro-2-hydroxypropyl)pyrido[3,4-d]pyrimidin-4(3H)-one C1(CC1)C1=CC=C(C=N1)C1=CC2=C(N=CN(C2=O)C[C@H](C(F)(F)F)O)C(=N1)C=1C=NN(C1)C